tert-butyl (tert-butoxycarbonyl)(7-(3-((2,2-difluoro-3-(4-fluorophenyl)-3-hydroxypropyl)carbamoyl)-2-fluoro-4-methylphenyl)-[1,2,4]triazolo[1,5-a]pyridin-2-yl)carbamate C(C)(C)(C)OC(=O)N(C(OC(C)(C)C)=O)C1=NN2C(C=C(C=C2)C2=C(C(=C(C=C2)C)C(NCC(C(O)C2=CC=C(C=C2)F)(F)F)=O)F)=N1